chloro-3-(1H-imidazol-1-yl)-5-methoxy-1-methyl-2-(5-(trifluoromethyl)-4H-1,2,4-triazol-3-yl)-1H-indole ClC1=C2C(=C(N(C2=CC=C1OC)C)C1=NN=C(N1)C(F)(F)F)N1C=NC=C1